tert-butyl 4-(4-(3-chloroisoquinolin-5-yl)-1H-pyrazol-1-yl)piperidine-1-carboxylate ClC=1N=CC2=CC=CC(=C2C1)C=1C=NN(C1)C1CCN(CC1)C(=O)OC(C)(C)C